2-Keto-6-acetamidocaproate O=C(C(=O)[O-])CCCCNC(C)=O